O[C@@H](C(=O)OCC1=CC=CC=C1)CC1=CC=CC=C1 benzyl (2R)-2-hydroxy-3-phenylpropionate